(R)-2-bromo-4-((1-hydroxypropan-2-yl)oxy)-6-iodopyridin-3-ol BrC1=NC(=CC(=C1O)O[C@@H](CO)C)I